2-{(4-Methoxybenzyl)[5-(4-{2-[4-(trifluoromethoxy)phenyl]ethoxy}phenyl)pentanoyl]amino}ethyl dihydrogen phosphate ammonium salt [NH4+].P(=O)(OCCN(C(CCCCC1=CC=C(C=C1)OCCC1=CC=C(C=C1)OC(F)(F)F)=O)CC1=CC=C(C=C1)OC)(O)O